CN(C(OC(C)(C)C)=O)CCOCCOCCCOC(C1=CC=CC=C1)(C1=CC=CC=C1)C1=CC=CC=C1 tert-butyl N-methyl-N-[2-[2-(3-trityloxypropoxy) ethoxy]ethyl]carbamate